5-[1-[dideuterio-[4-[5-(difluoromethyl)-1,3,4-oxadiazol-2-yl]-3-fluorophenyl]methyl]triazol-4-yl]pyridin-2-amine [2H]C(N1N=NC(=C1)C=1C=CC(=NC1)N)(C1=CC(=C(C=C1)C=1OC(=NN1)C(F)F)F)[2H]